FC1=CC=C(C=C1)N[C@@H](CC=1C=C(C=CC1)O)C (R)-3-(2-((4-fluorophenyl)amino)propyl)phenol